5-(4-(trifluoromethyl)phenoxy)-2-(1-((trifluoromethyl)sulfonyl)pyrrolidin-3-yl)-1,2,3,4-tetrahydroisoquinoline FC(C1=CC=C(OC2=C3CCN(CC3=CC=C2)C2CN(CC2)S(=O)(=O)C(F)(F)F)C=C1)(F)F